bis(3-chlorophenyl)iodonium ClC=1C=C(C=CC1)[I+]C1=CC(=CC=C1)Cl